2-ethoxy-2-methyl-propane C(C)OC(C)(C)C